(6S)-6-[2-Chloro-3-(3-chloro-phenyl)phenyl]-3-[(3R*,4S*)-3-hydroxytetrahydropyran-4-yl]-2-imino-6-methylhexahydro-pyrimidin-4-one hydrochloride Cl.ClC1=C(C=CC=C1C1=CC(=CC=C1)Cl)[C@@]1(CC(N(C(N1)=N)[C@@H]1[C@H](COCC1)O)=O)C |o1:22,23|